NC1=CC=C(C=C1)C(=C(C1=CC=CC=C1)C1=CC=C(N)C=C1)C1=CC=CC=C1 4-(2-(4-aminophenyl)-1,2-diphenylvinyl)aniline